1-(3-(4-amino-5-(7-methoxy-5-methylbenzothiophen-2-yl)-7H-pyrrolo[2,3-d]pyrimidin-7-yl)pyrrolidin-1-yl)prop-2-yn-1-one NC=1C2=C(N=CN1)N(C=C2C=2SC1=C(C2)C=C(C=C1OC)C)C1CN(CC1)C(C#C)=O